N1=CN=C2NC=NC2=C1C=1C(=NC=CC1)NC=1C=CC(=C(C1)NC(C1=NC(=CC=C1)C(F)(F)F)=O)F N-(5-(3-(9H-purin-6-yl)pyridin-2-ylamino)-2-fluorophenyl)-6-(trifluoromethyl)picolinamid